C(C)(=O)C=1C(C(=C(NC1C)C(=O)OC)C(=O)OC)C=1C2=C(SC1)C=CC=C2 Dimethyl 5-acetyl-4-(benzo[b]thiophen-3-yl)-6-methyl-1,4-dihydropyridin-2,3-dicarboxylat